(S)-7-bromo-2-(2-((3-(tert-butoxy)-3-oxopropoxy)methyl)pyrrolidin-1-yl)quinoline-4-carboxylic acid methyl ester COC(=O)C1=CC(=NC2=CC(=CC=C12)Br)N1[C@@H](CCC1)COCCC(=O)OC(C)(C)C